1-azanylidene-4-{[4-bromo-2-(difluoromethyl)phenyl]oxy}-1λ6-thian-1-one N=S1(CCC(CC1)OC1=C(C=C(C=C1)Br)C(F)F)=O